4-((2-Methyl-4-phenylthiazol-5-yl)oxy)-N-(3-((trifluoromethyl)sulfonyl)phenyl)pyridin-2-amine CC=1SC(=C(N1)C1=CC=CC=C1)OC1=CC(=NC=C1)NC1=CC(=CC=C1)S(=O)(=O)C(F)(F)F